1-Propyl-2-butylpiperidinium methansulfonat CS(=O)(=O)[O-].C(CC)[NH+]1C(CCCC1)CCCC